COC(=O)NN(CC)C(C1=C(C(=CC(=C1)Br)Br)NC(=O)C1=CC(=NN1C1=NC=CC=C1Cl)Br)=O Methyl-2-[3,5-dibromo-2-({[3-bromo-1-(3-chloropyridin-2-yl)-1H-pyrazol-5-yl]carbonyl}amino)benzoyl]-2-ethylhydrazinecarboxylate